{1-[2,6-difluoro-4-(6-isopropoxy-pyrazin-2-yl)-phenyl]-pyrrolidin-3-yl}-acetic acid ethyl ester C(C)OC(CC1CN(CC1)C1=C(C=C(C=C1F)C1=NC(=CN=C1)OC(C)C)F)=O